ClC1=CC=C(C=C1)[C@@]1(N(C(C2=CC(=CC(=C12)F)[C@@](CC)(O)C1CCN(CC1)CCC(=O)OC)=O)CC1=CC=C(C=C1)Cl)OC methyl 3-{4-[(1S)-1-[(1R)-1-(4-chlorophenyl)-2-[(4-chlorophenyl)methyl]-7-fluoro-1-methoxy-3-oxo-2,3-dihydro-1H-isoindol-5-yl]-1-hydroxypropyl]piperidin-1-yl}propanoate